[C@H](C)(CC)NC=1N=CC2=C(N1)NC=C2C=2C=C1N=C(C=NC1=CC2)OC2CCN(CC2)C (S)-N-(sec-butyl)-5-(3-((1-methylpiperidin-4-yl)oxy)quinoxalin-6-yl)-7H-pyrrolo[2,3-d]pyrimidin-2-amine